C(C1CCCO1)NC(=O)N1N=C(C=C1C)OC1=C(C=C(C=C1Cl)C(F)(F)F)Cl N-tetrahydrofurfuryl-3-(2,6-dichloro-4-trifluoromethylphenoxy)-5-Methyl-1H-pyrazole-1-carboxamide